(S)-4-(difluoromethyl)-5-fluoro-N-(8-fluoro-6-oxo-1,4,5,6-tetrahydro-2H-pyrano[3,4-c]isoquinolin-1-yl)-N-methyl-1H-indole-2-carboxamide FC(C1=C2C=C(NC2=CC=C1F)C(=O)N(C)[C@@H]1COCC=2NC(C=3C=C(C=CC3C21)F)=O)F